1-[6-[6-(6-methylpyridazin-3-yl)oxypyrazolo[1,5-a]pyridin-3-yl]-2-[5-methyl-1-(2,2,2-trifluoroethyl)pyrazol-4-yl]pyridin-3-yl]ethanol CC1=CC=C(N=N1)OC=1C=CC=2N(C1)N=CC2C2=CC=C(C(=N2)C=2C=NN(C2C)CC(F)(F)F)C(C)O